ClC=1C(=C(C(=O)O)C=CC1Cl)OC 3,4-dichloro-2-methoxy-benzoic acid